4-ethyloxazole-5-carboxamide C(C)C=1N=COC1C(=O)N